N-methyl-2-(p-tolyloxy)ethan-1-amine CNCCOC1=CC=C(C=C1)C